OC1CN(CCOC1)C(=O)OCC1=CC=CC=C1 benzyl 6-hydroxy-1,4-oxazepane-4-carboxylate